ClC1=CC=C2C(=CNC2=C1F)S(=O)(=O)NC1=NC(=C(C(=N1)OC)CC(F)F)OC 6-chloro-N-[5-(2,2-difluoroethyl)-4,6-dimethoxy-pyrimidin-2-yl]-7-fluoro-1H-indole-3-sulfonamide